C(C)(C)(C)OC(CC1=CC=CC=C1)=O Phenyl-acetic acid tert-butyl ester